ClC1=C(CSC2=NN=C3N2C(=CC(N3)=O)CCC)C=C(C=C1)F 3-[(2-chloro-5-fluorobenzyl)sulfanyl]-5-propyl[1,2,4]triazolo[4,3-a]pyrimidin-7(8H)-one